tert-Butyl 4-(3-amino-5-carbamoyl-2-(((E)-4-((Z)-6-carbamoyl-2-((1-ethyl-3-methyl-1H-pyrazole-5-carbonyl)imino)-4-methoxybenzo[d]thiazol-3(2H)-yl)but-2-en-1-yl)amino)phenoxy)butanoate NC=1C(=C(OCCCC(=O)OC(C)(C)C)C=C(C1)C(N)=O)NC\C=C\CN1/C(/SC2=C1C(=CC(=C2)C(N)=O)OC)=N/C(=O)C2=CC(=NN2CC)C